C(C=C)(=O)N1CC2NCCC2C1 5-acryloylhexahydropyrrolo[3,4-b]pyrrol